ethyl 2-methyl-2-sulfaniopropionate CC(C(=O)OCC)(C)[SH2+]